(N,N-diacetyl)amino-3-bromobenzotrifluoride C(C)(=O)N(C(C)=O)C1=C(C=CC=C1Br)C(F)(F)F